N'-(2,2-difluoroacetyl)-4-((2,5-dioxo-3-phenylimidazolidin-1-yl)methyl)-3-fluorobenzohydrazide FC(C(=O)NNC(C1=CC(=C(C=C1)CN1C(N(CC1=O)C1=CC=CC=C1)=O)F)=O)F